ClC1=C(C(=NC(=N1)C1=NC=CC=C1)NC1=CC=CC=C1)C(F)(F)F 6-chloro-N-phenyl-2-(2-pyridyl)-5-(trifluoromethyl)-4-pyrimidineamine